ClC=1C=CC(=C(C1)CC(=O)O)S(NC(C(=O)OC)C(C)C1=C(C(=CC=C1F)C)C)(=O)=O 2-(5-chloro-2-(N-(3-(6-fluoro-2,3-dimethylphenyl)-1-methoxy-1-oxobutan-2-yl)sulfamoyl)phenyl)acetic acid